N-(2-acetamidoethyl)-2,3,4,5,6-pentahydroxyhexanamide C(C)(=O)NCCNC(C(C(C(C(CO)O)O)O)O)=O